3-(7-((S)-1-(4-((1r,4r)-4-(3-bromo-2-methylphenoxy)cyclohexyl)butyl)pyrrolidin-3-yl)-1-methyl-1H-indazol-3-yl)piperidine-2,6-dione BrC=1C(=C(OC2CCC(CC2)CCCCN2C[C@@H](CC2)C=2C=CC=C3C(=NN(C23)C)C2C(NC(CC2)=O)=O)C=CC1)C